NC1=C(C=CC=C1)C(O)C1=CC=C(C=C1)Br (2-aminophenyl)(4-bromophenyl)methanol